5-(6-fluoro-1-methyl-1H-[1,2,3]triazolo[4,5-c][2,6]naphthyridin-5-yl)-9-((3-methyloxetan-3-yl)ethynyl)-2,3,4,5-tetrahydrobenzo[b][1,4]oxazepine FC1=CN=CC=2C3=C(N=C(C12)N1C2=C(OCCC1)C(=CC=C2)C#CC2(COC2)C)N=NN3C